FC(OC=1C=C(C=CC1)N1C(C(C2=CC(=CC(=C12)F)C(=O)N[C@]1(CS(CC1)(=O)=O)C)(C)C)=O)F 1-[3-(difluoromethoxy)phenyl]-7-fluoro-3,3-dimethyl-N-[(3R)-3-methyl-1,1-dioxo-thiolan-3-yl]-2-oxo-indoline-5-carboxamide